[5-[[4-methyl-6-(methylamino)pyrimidin-2-yl]amino]-2,3-dihydrobenzofuran-7-yl]piperidine-1-carboxylic acid tert-butyl ester C(C)(C)(C)OC(=O)N1C(CCCC1)C1=CC(=CC=2CCOC21)NC2=NC(=CC(=N2)C)NC